NC1=NC=2C=CC=CC2C2=C1N=C(N2CC2=CC=C(CNC(OCCNC(C(=C)C)=O)=O)C=C2)C=2SC=CN2 2-methacrylamidoethyl 4-((4-amino-2-(thiazol-2-yl)-1H-imidazo[4,5-c]quinolin-1-yl)methyl)benzylcarbamate